C(C1=CC=CC=C1)OC1=CC(=C(C(=C1)OC1=C(C(=C(C(=C1C)C)C(=O)O)O)Cl)C)OC 4-[4-(benzyloxy)-2-methoxy-6-toluoxy]-3-chloro-2-hydroxy-5,6-xylenecarboxylic acid